C(=O)(O)CCCSC[C@H](N)C(=O)O S-(3-carboxypropyl)-L-cysteine